dimethyl 1,4-dihydro-1,4-methanonaphthalene-6,7-dicarboxylate C12C=CC(C3=CC(=C(C=C13)C(=O)OC)C(=O)OC)C2